ClC1=C2C(=NC=N1)N(N=C2)COCC[Si](C)(C)C 4-chloro-1-((2-(trimethylsilyl)ethoxy)methyl)-1H-pyrazolo[3,4-d]Pyrimidine